BrC=1C(=NC(=CC1)O)CCNC(OC(C)(C)C)=O tert-butyl (2-(3-bromo-6-hydroxypyridin-2-yl)ethyl)carbamate